methyl 3-((5-cyclopropyl-3-(2,6-dichlorophenyl)isoxazol-4-yl)methoxy)-1a,10b-dihydro-1H-benzo[6,7]cyclopropa[4,5]oxepino[3,2-b]pyridine-8-carboxylate C1(CC1)C1=C(C(=NO1)C1=C(C=CC=C1Cl)Cl)COC1=CC=C2C(=N1)C1C(C3=C(O2)C=C(C=C3)C(=O)OC)C1